2-((((9H-fluoren-9-yl)methoxy)carbonyl)amino)-3-(pyridin-4-yl)butanoate C1=CC=CC=2C3=CC=CC=C3C(C12)COC(=O)NC(C(=O)[O-])C(C)C1=CC=NC=C1